NCCOCCOCCOCCNC1=NC(=CC(=N1)C)N1CCC(CC1)NCC1=CC(=CC=C1)N1CCCC1 N-(2-(2-(2-(2-Aminoethoxy)ethoxy)ethoxy)ethyl)-4-methyl-6-(4-((3-(pyrrolidin-1-yl)benzyl)amino)piperidin-1-yl)pyrimidin-2-amine